C(C)(C)(C)OC(C(=O)OOC(C)(C)C)=O di-tert-butylperoxyoxalate